OC(C)CC(CCCCC)OCC(=O)C1=CC=CC=C1 2-hydroxy-4-nonyloxyacetophenone